1-(3-(4-(trifluoromethoxy)phenyl)-1,2,4-oxadiazol-5-yl)piperidine-4-carboxamide FC(OC1=CC=C(C=C1)C1=NOC(=N1)N1CCC(CC1)C(=O)N)(F)F